C12OCC(CC1)(C2)COC2=NC1=C(C(=C(C=C1C(=N2)N2CC1CCC(C2)N1)C(F)(F)F)C1=CC=C(C=2SC(=C(C21)C#N)N)F)F 4-(2-((2-oxabicyclo[2.2.1]heptan-4-yl)methoxy)-4-(3,8-diazabicyclo[3.2.1]octan-3-yl)-8-fluoro-6-(trifluoromethyl)quinazolin-7-yl)-2-amino-7-fluorobenzo[b]thiophene-3-carbonitrile